OC1=CC(OC2=CC(=CC=C12)N(CC)CC)=O 4-hydroxy-7-diethylaminocoumarin